ClC1=C(C=C(C=C1OC)OC)C1=CC2=C(N=C(N=C2)NC2=CC=C(C=C2)CN2CCOCC2)N2C1=NN=C2 6-(2-chloro-3,5-dimethoxyphenyl)-N-(4-(morpholinylmethyl)phenyl)-[1,2,4]triazolo[4',3':1,6]pyrido[2,3-d]pyrimidin-2-amine